phosphate Hydrogen OP(=O)(O)O